C(C)C=1C(NC=2C=C(C=NC2C1)CN1CCN(CC1)C1=CC=C(C(=O)NC)C=C1)=O 4-(4-((7-ethyl-6-oxo-5,6-dihydro-1,5-naphthyridin-3-yl)methyl)piperazin-1-yl)-N-methylbenzamide